C(C)C(C(=O)OOCCCC)(C(C)=O)C(C)=O.C(C)C(C(=O)OOCCCC)(C(C)=O)C(C)=O.[Zr] zirconium dibutoxy bis(ethylacetylacetylacetate)